N-(tert-butylcarbonyl)diisopropylamine C(C)(C)(C)C(=O)N(C(C)C)C(C)C